Methyl (S)-2-(pyrrolidin-3-ylmethyl)thiazole-5-carboxylate N1C[C@@H](CC1)CC=1SC(=CN1)C(=O)OC